CS(=O)(=O)C1=C(C=CC=C1)C1=CC=C(C=C1)C1=CNC2=NC=C(C=C21)C=2C=CC1=C(CC[C@H](CC1)N1C3COCC1C3)C2 6-[(7S)-2-(3-{2'-Methanesulfonyl-[1,1'-biphenyl]-4-yl}-1H-pyrrolo[2,3-b]pyridin-5-yl)-6,7,8,9-tetrahydro-5H-benzo[7]annulen-7-yl]-3-oxa-6-azabicyclo[3.1.1]heptane